2-(4-pyridyl)thiazole-4-carboxylic acid N1=CC=C(C=C1)C=1SC=C(N1)C(=O)O